5-acetylnorbornene C(C)(=O)C1C2C=CC(C1)C2